2-(2-Bromohexyl)-6-methylpyridine BrC(CC1=NC(=CC=C1)C)CCCC